7-chloro-5-(2-fluoro-6-methyl-phenyl)-N-methyl-isoquinolin-3-amine ClC1=CC(=C2C=C(N=CC2=C1)NC)C1=C(C=CC=C1C)F